1-Hydroxy-6,6-dimethyl-3-(2-methyl-2-octanyl)-6a,7,10,10a-tetrahydro-6H-benzo[c]chromene-9-carboxylic acid OC1=C2C3C(C(OC2=CC(=C1)C(C)(CCCCCC)C)(C)C)CC=C(C3)C(=O)O